(S)-1-(1-(Cyclobutylmethyl)piperidin-3-yl)-6-isopropyl-5-(8-methoxy-[1,2,4]triazolo[1,5-a]pyridin-6-yl)-1,3-dihydro-2H-benzo[d]imidazol-2-on C1(CCC1)CN1C[C@H](CCC1)N1C(NC2=C1C=C(C(=C2)C=2C=C(C=1N(C2)N=CN1)OC)C(C)C)=O